(methoxymethyl)-1-[(2-methyl-1-oxo-3,4-dihydroisoquinolin-6-yl)methyl]pyrazole COCC1=NN(C=C1)CC=1C=C2CCN(C(C2=CC1)=O)C